C(C)OC(=O)C=1N=C(N=NC1SC1=CC(=CC=C1)OC)C 6-[(3-methoxyphenyl)sulfanyl]-3-methyl-1,2,4-triazine-5-carboxylic acid ethyl ester